C(C)OC(=O)C1=CSC(=C1)CN1C(N(C2=NC(=NC=C12)N)[C@@H]1O[C@@H]([C@H]([C@H]1OC(C)=O)F)COC(C)=O)=O Ethyl-5-((9-((2R,3S,4R,5R)-3-acetoxy-5-(acetoxymethyl)-4-fluorotetrahydrofuran-2-yl)-2-amino-8-oxo-8,9-dihydro-7H-purin-7-yl)methyl)thiophen-3-carboxylat